1-(4-benzyl-2-methyl-3-oxo-3,4-dihydro-2H-benzo[b][1,4]thiazin-7-yl)-3-(1H-indol-3-yl)urea C(C1=CC=CC=C1)N1C2=C(SC(C1=O)C)C=C(C=C2)NC(=O)NC2=CNC1=CC=CC=C21